NC1=C(C(=O)NC(C)C)C=C(C=N1)C1=C(C=C(C=C1)NC(C(C=1C=C(C=CC1)C)O)=O)C 2-amino-5-(4-(2-hydroxy-2-(m-tolyl)acetamido)-2-methylphenyl)-N-isopropylnicotinamide